BrC=1C=C(C=CC1F)N1C(=NOC1=O)C1=NON=C1NCCN1N=NNC1=C=O 4-(3-bromo-4-fluorophenyl)-3-(4-((2-(5-carbonyl-4,5-dihydro-1H-tetrazol-1-yl)ethyl)amino)-1,2,5-oxadiazol-3-yl)-1,2,4-oxadiazol-5(4H)-one